1-(4-(4-(4-(6-((R)-2-(2,4-difluorophenyl)-1,1-difluoro-2-hydroxy-3-(1H-tetrazol-1-yl)propyl)pyridin-3-yl)phenyl)piperazin-1-yl)phenyl)-2-methylbutan-1-ol FC1=C(C=CC(=C1)F)[C@](C(F)(F)C1=CC=C(C=N1)C1=CC=C(C=C1)N1CCN(CC1)C1=CC=C(C=C1)C(C(CC)C)O)(CN1N=NN=C1)O